ClC1=CC=C(COC(=O)NC=2C=CC=C3CC[C@H](OC23)C(=O)OC)C=C1 methyl (S)-8-((((4-chlorobenzyl)oxy)carbonyl)amino)chromane-2-carboxylate